C[C@@H]1CN(CCC1)CC1=NC2=C(C(=NC=C2)O)N1COCC[Si](C)(C)C 2-{[(3S)-3-methylpiperidin-1-yl]methyl}-3-[(2-(trimethylsilyl)ethoxy)methyl]-3H-imidazo[4,5-c]pyridine-4-ol